O=C1N(C(C2=CC=CC=C12)=O)CCCCCP(OCC)=O ethyl (5-(1,3-dioxoisoindolin-2-yl)pentyl)phosphinate